Tert-butyl (S)-3-(4-(2-aminoethoxy)phenyl)-2-((tert-butoxycarbonyl)amino)propanoate NCCOC1=CC=C(C=C1)C[C@@H](C(=O)OC(C)(C)C)NC(=O)OC(C)(C)C